OC[C@@H]1N(C2(CC2)CC1)C(=O)OC(C)(C)C tert-butyl (5R)-5-(hydroxymethyl)-4-azaspiro[2.4]heptane-4-carboxylate